FC(F)(F)C=1N2C=3C=NC=CC3C=NCC2=NC1C(=O)N (trifluoromethyl)-2,5,8,13-tetrazatricyclo[8.4.0.02,6]tetradeca-1(10),3,5,8,11,13-hexaene-4-carboxamide